C(C)(C)(C)OC(N(CC)CCN)=O (2-aminoethyl)(ethyl)-carbamic acid tert-butyl ester